(S)-N-(1-(5,6-Dimethoxypyridin-3-yl)ethyl)-2-methylpropan-2-sulfinamide COC=1C=C(C=NC1OC)C(C)N[S@@](=O)C(C)(C)C